ClC1=CC=C(C=C1)[C@@H](C(=O)N1CCN(CC1)C=1C2=C(N=CN1)[C@@H](C[C@H]2C)O)CN2CCSCC2 (R)-2-(4-chlorophenyl)-1-(4-((5R,7R)-7-hydroxy-5-methyl-6,7-dihydro-5H-cyclopenta[d]pyrimidin-4-yl)piperazin-1-yl)-3-thiomorpholinopropan-1-one